N(=[N+]=[N-])CCOCCOCCOC[C@@H](C(=O)N1[C@@H](C2=CC=C(C=C2CC1)OC)C)SC1=NC(NC=C1C)=O 4-[(1S)-1-[2-[2-(2-azidoethoxy)ethoxy]ethoxymethyl]-2-[(1R)-6-methoxy-1-methyl-3,4-dihydro-1H-isoquinolin-2-yl]-2-oxo-ethyl]sulfanyl-5-methyl-1H-pyrimidin-2-one